O1CC=NC2=C1C=CC(=C2)N 2H-1,4-benzoxazine-6-amine